C(C)N(CC)CCCN(CCOC(OC(CCCCC(=O)OCCCCCCC)CCCCCC)=O)CCOC(C(CCCCCCCC)CCCCCC)=O Heptyl 3-ethyl-13-hexyl-7-(2-((2-hexyldecanoyl)oxy)ethyl)-11-oxo-10,12-dioxa-3,7-diazaoctadecane-18-oate